BrC1=CC=C(C=C1)C(C)(C)N1CCN(CC1)C [1-(4-Bromophenyl)-1-methyl-ethyl]-4-methyl-piperazine